ONC(CCCC/C=C(/C(=O)NCCC1=CC=C(C=C1)OC)\COC1=CC=CC2=CC=CC=C12)=O (E)-N8-hydroxy-N1-(4-methoxyphenethyl)-2-((naphthalen-1-yloxy)methyl)-2-octenediamide